tert-Butyl ((3S,5R)-1-(2-methoxy-5-nitropyridin-4-yl)-5-methylpiperidin-3-yl)carbamate COC1=NC=C(C(=C1)N1C[C@H](C[C@H](C1)C)NC(OC(C)(C)C)=O)[N+](=O)[O-]